OC1(C(C=CC=C1)N1N=C2C(=N1)C=CC=C2)C(C)(C)C 2-(2'-hydroxy-2'-tert-butylphenyl)benzotriazole